2-((S)-[3,4'-bipiperidin]-1-yl)-5-chloro-N-((R)-1-(2,4-dichlorophenyl)ethyl)-6-methylpyrimidin-4-amine N1(C[C@@H](CCC1)C1CCNCC1)C1=NC(=C(C(=N1)N[C@H](C)C1=C(C=C(C=C1)Cl)Cl)Cl)C